CC1=C(C=CC=C1)[C@H]1NC(OC1)=O (R)-4-(2-methylphenyl)-oxazolidin-2-one